6-iodo-2,3-dihydro-1H-indene-5-carbonitrile IC1=C(C=C2CCCC2=C1)C#N